[Si](C)(C)(C(C)(C)C)OC1(CC(C1)OC(=O)NC=1N=CC2=C(C(=C(C=C2C1)C=1C(=C(C=NC1)N(C(OC(C)(C)C)=O)C)C)F)Cl)C tert-butyl (5-(3-(((3-((tert-butyldimethyl silyl)oxy)-3-methylcyclobutoxy)carbonyl)amino)-8-chloro-7-fluoroisoquinolin-6-yl)-4-methylpyridin-3-yl)(methyl)carbamate